N1=CC(=CC=C1)S(=O)(=O)N1C=C(C=C1C1=C(C=CC=C1)F)C=O 1-(3-pyridinesulfonyl)-5-(2-fluorophenyl)-1H-pyrrole-3-formaldehyde